(Z)-3-fluoro-4-(3-methylpyridin-2-ylsulfonyl)but-2-en-1-amine F\C(=C/CN)\CS(=O)(=O)C1=NC=CC=C1C